3-(3-nitrophenylmethylene)-5-(3-pyridyl)-N-methyl-4-piperidone [N+](=O)([O-])C=1C=C(C=CC1)C=C1CN(CC(C1=O)C=1C=NC=CC1)C